NC1=C(C(N(C2=NC(=CC=C12)C(F)(F)F)C1=CC=C(C=C1)Cl)=O)C=1C=C2N=C(C=NC2=CC1)OCCO 4-amino-1-(4-chlorophenyl)-3-(3-(2-hydroxyethoxy)quinoxalin-6-yl)-7-(trifluoromethyl)-1,8-naphthyridin-2(1H)-one